FC1(CCN(CCC1C)C(=O)OC(C)(C)C)F tert-butyl 4,4-difluoro-5-methylazepan-1-carboxylate